[Si]([O-])([O-])([O-])[O-].[Mg+2].[Mg+2] MAGNESIUM SILICAT